OC1=C(C=CC(=C1)C1OC2=CC(=CC(=C2C(C1O)O)O)O)[O-] 2-hydroxy-4-(3,4,5,7-tetrahydroxy-3,4-dihydro-2H-chromen-2-yl)phenolate